methyl 5-((1-(trifluoromethyl)-1H-pyrazol-4-yl)ethynyl)nicotinate FC(N1N=CC(=C1)C#CC=1C=NC=C(C(=O)OC)C1)(F)F